Tert-butyl (cis)-4-[6-[6-(methoxymethoxy)-2-methylindol-5-yl]-1,5-naphthyridin-2-yl]-2,6-Dimethylpiperidine-1-carboxylate COCOC1=C(C=C2C=C(NC2=C1)C)C=1N=C2C=CC(=NC2=CC1)C1CC(N(C(C1)C)C(=O)OC(C)(C)C)C